C(C)(=O)ONC(CCC(CC1=CC=C(C(=O)O)C=C1)C(=O)O)=O 4-(5-(Acetoxyamino)-2-carboxy-5-oxopentyl)benzoic acid